CSC=1N=CC2=C(N1)N(C(=C2)C(=O)OC)C2C(COCC2)C methyl 2-methylsulfanyl-7-[3-methyltetrahydropyran-4-yl]pyrrolo[2,3-d]pyrimidine-6-carboxylate